NC1[C@@H]2CN(C[C@H]12)C1=NC2=C(C=C(C=C2C(N1C)=O)C)C(C)NC1=C(C(=O)OC(C)(C)C)C=CC=C1 tert-Butyl 2-((1-(2-((1R,5S,6s)-6-amino-3-azabicyclo[3.1.0]hexan-3-yl)-3,6-dimethyl-4-oxo-3,4-dihydroquinazolin-8-yl)ethyl)amino)benzoate